tert-Butyl 4-(4-((1-(2,6-Dioxopiperidin-3-yl)-2-oxo-1,2-dihydrobenzo[cd]indol-6-yl)oxy)-1H-pyrazol-1-yl)piperidine-1-carboxylate O=C1NC(CCC1N1C(C2=C3C(C(=CC=C13)OC=1C=NN(C1)C1CCN(CC1)C(=O)OC(C)(C)C)=CC=C2)=O)=O